C(C)(C)(C)OC(=O)N1N=C2C(CN(CC2)C(=O)OC(C)(C)C)=C1C(C(CC(=C)CO[Si](C1=CC=CC=C1)(C1=CC=CC=C1)C(C)(C)C)C(=O)OCC)=O di-tert-butyl-3-(4-(((tert-butyldiphenylsilyl)oxy)methyl)-2-(ethoxycarbonyl)-pent-4-enoyl)-6,7-dihydro-2H-pyrazolo[4,3-c]pyridine-2,5(4H)-dicarboxylate